C(CCC)C=1N=C2N(C=C(C=C2)OC\C(\CNC(OC(C)(C)C)=O)=C/F)C1 Tert-butyl (Z)-(2-(((2-butylimidazo[1,2-a]pyridin-6-yl)oxy)methyl)-3-fluoroallyl)carbamate